3-acetamido-1-methylcyclopentane-1-carboxylic acid C(C)(=O)NC1CC(CC1)(C(=O)O)C